C1(CC1)C=1N=NN(C1)[C@H](C(=O)N1[C@@H](C[C@H](C1)O)C(=O)NC[C@H]1[C@@H](OCCC1)C=1C=NN(C1)CC)C(C)(C)C (2S,4R)-1-[(2S)-2-(4-cyclopropyltriazol-1-yl)-3,3-dimethyl-butanoyl]-N-[[(2R,3S)-2-(1-ethylpyrazol-4-yl)tetrahydropyran-3-yl]methyl]-4-hydroxy-pyrrolidine-2-carboxamide